C(C(C)C)[C@H]1[C@@H](C[C@H]2N(CCC3=CC(=C(C=C23)OC)OC)C1)O (2R,3R,11bR)-3-isobutyl-9,10-dimethoxy-1,3,4,6,7,11b-hexahydro-2H-pyrido[2,1-a]isoquinolin-2-ol